methyl (1aR,6bS)-hexahydrocyclopropa[a]pyrrolizine-6a(4H)-carboxylate C1[C@H]2[C@@H]1CN1CCCC21C(=O)OC